OCC=1C[C@H]2C3=C(OC([C@@H]2CC1)(C)C)C=C(C=C3O)C(C)(CCCCCC)C (6aR,10aR)-9-(hydroxymethyl)-6,6-dimethyl-3-(2-methyloctan-2-yl)-6H,6aH,7H,10H,10aH-benzo[c]isochromen-1-ol